C[C@@H]1O[C@@H](CN(C1)C=1C=NC=2C=CC(=C(C2N1)C#N)NC1=CC(=C(C=C1)OCC=1C=NC(=CC1)C)OC)C 3-((2S,6R)-2,6-dimethylmorpholino)-6-((3-methoxy-4-((6-methyl-pyridin-3-yl)methoxy)phenyl)amino)quinoxaline-5-carbonitrile